ClCCC[Si](O[Si](CCCCl)(C)C)(C)C 1,3-bis(3-chloropropyl)tetramethyl-disiloxane